SCSC(SCSC(C1SCS1)SCSC(C(SCS)SCS)SCS)C(SCS)SCS 2-{bis[3,4-bis(mercaptomethylthio)-6-mercapto-2,5-dithiahexylthio]methyl}-1,3-dithietane